4-[5,7-difluoro-2-(4-fluorophenyl)-1H-indol-3-yl]Cyclohexane FC=1C=C2C(=C(NC2=C(C1)F)C1=CC=C(C=C1)F)C1CCCCC1